C1(CC1)C1=C(C=NC=C1)N(C1CCN(CC1)C(CC)=O)C1=CC=C(C=C1)C(F)(F)F 1-(4-((4-Cyclopropylpyridin-3-yl)(4-(trifluoromethyl)phenyl)amino)piperidin-1-yl)propan-1-one